didodecyl-(dimethyl)ammonium bromide [Br-].C(CCCCCCCCCCC)[N+](C)(C)CCCCCCCCCCCC